6-hydroxy-3,4-dihydro-1H-quinolin-2-one OC=1C=C2CCC(NC2=CC1)=O